phosphorous acid, dibutyl ester P(OCCCC)(OCCCC)[O-]